CN1N=NC(=C1C=1C=C2C(=NC1)C1=C(N2C(C2CCOCC2)C2=CC=CC=C2)C(=NN1C)C(=O)N(C)C)C 6-(1,4-dimethyl-1H-1,2,3-triazol-5-yl)-N,N,1-trimethyl-4-(phenyl(tetrahydro-2H-pyran-4-yl)methyl)-1,4-dihydropyrazolo[3',4':4,5]pyrrolo[3,2-b]pyridine-3-carboxamide